4-(2-((2-oxaspiro[3.3]heptan-6-yl)methoxy)-4-(3,8-diazabicyclo[3.2.1]octan-3-yl)-8-fluoro-6-(trifluoromethyl)quinazolin-7-yl)-2-amino-7-fluorobenzo[b]thiophene-3-carbonitrile C1OCC12CC(C2)COC2=NC1=C(C(=C(C=C1C(=N2)N2CC1CCC(C2)N1)C(F)(F)F)C1=CC=C(C=2SC(=C(C21)C#N)N)F)F